C(C)(=O)N1C2(CC2)CC(CC1)CC1=CC=C(C=C1)NC(OCC1=CN=CO1)=O oxazol-5-ylmethyl (4-((4-acetyl-4-azaspiro[2.5]octan-7-yl)methyl)phenyl)carbamate